C(C)OCCCO[Mg] ethoxypropoxymagnesium